7,7-difluoro-1-(trifluoromethyl)-3-(3,4,5-trifluorophenyl)-5,6,7,8-tetrahydroindolizin-8-ol FC1(CCN2C(=CC(=C2C1O)C(F)(F)F)C1=CC(=C(C(=C1)F)F)F)F